C(C)(C)OC=1C=NC(=NC1)CN[C@@H](CO)CCC(C)(C)C (2R)-2-[(5-isopropoxypyrimidin-2-yl)methylamino]-5,5-dimethyl-hexan-1-ol